FC(C(=N)NO)F 2,2-difluoro-N-hydroxyacetamidine